CN1CCN(CC1)C1=NN(C2=NC=C(C=C21)C=O)COCC[Si](C)(C)C 3-(4-methylpiperazin-1-yl)-1-(2-trimethylsilylethoxymethyl)pyrazolo[3,4-b]pyridine-5-carbaldehyde